5,5-Difluoro-1-(6-((4-(trifluoromethoxy)pyridin-2-yl)amino)pyridine-2-carbonyl)piperidine FC1(CCCN(C1)C(=O)C1=NC(=CC=C1)NC1=NC=CC(=C1)OC(F)(F)F)F